C(CC(C)C)C1=COC2C(OCC(C2)=O)=C1 7-isoamyl-3,4-dihydro-2H-1,5-benzodioxin-3-one